(4S,5S)-2,2,5,6-Tetramethyl-4-(phenylamino)heptan-3-one CC(C)(C([C@H]([C@H](C(C)C)C)NC1=CC=CC=C1)=O)C